2-(3-((1-(2'-fluoro-[1,1'-biphenyl]-4-yl)ethyl)amino)-6-(2-fluorophenyl)-2-oxopyrazin-1(2H)-yl)acetic acid FC1=C(C=CC=C1)C1=CC=C(C=C1)C(C)NC=1C(N(C(=CN1)C1=C(C=CC=C1)F)CC(=O)O)=O